CC1=NC(=CC(=C1)C1=C(C#N)C(=C(C(=C1N1C2=C(C3=CC=CC=C13)C=CC=N2)N2C1=C(C3=CC=CC=C23)C=CC=N1)N1C2=C(C3=CC=CC=C13)C=CC=N2)N2C1=C(C3=CC=CC=C23)C=CC=N1)C 2-(2,6-dimethylpyridin-4-yl)-3,4,5,6-tetrakis(9H-pyrido[2,3-b]indol-9-yl)benzonitrile